C(CCCCC)C1=CC=C(C2=CC=CC=C12)CCCCCC 1,4-di(n-hexyl)naphthalene